10-phenylbenzo[h]pyrimido[4,5-b]quinolin-7-amine C1(=CC=CC=C1)C=1N=CC=2C(=NC=3C4=C(C=CC3C2N)C=CC=C4)N1